N(=[N+]=[N-])CCOCCOCCOCCOCC(COCC(N[C@@H](C)C(C)(C)C)=O)(C)COCCOCCOCCOCCN=[N+]=[N-] (S)-1-azido-14-(13-azido-2,5,8,11-tetraoxatridecyl)-20-(tert-butyl)-14-methyl-18-oxo-3,6,9,12,16-pentaoxa-19-azaheneicosane